1-benzyl-5-({5-chloro-1H-imidazo[4,5-b]pyridin-2-yl}methyl)-3-(2-chloro-4-methoxyphenyl)-1H,4H,5H,6H,7H-pyrrolo[3,2-c]pyridine C(C1=CC=CC=C1)N1C=C(C=2CN(CCC21)CC=2NC=1C(=NC(=CC1)Cl)N2)C2=C(C=C(C=C2)OC)Cl